P(=O)(O)(O)O.N1=CC=C2OCC=CN21 5H-pyrazolo[5,1-b][1,3]oxazine phosphate